COC1=C(C(=CC=C1)OC)C1=C(C(=CC=C1)C1=C(C=CC=C1OC)OC)P(C1=C(C=CC=C1)P(=O)(C1=CC=CC=C1)N(C(C)C)C(C)C)C1=C(C=CC=C1)C1=CC=CC=C1 [2,6-bis(2,6-dimethoxyphenyl)phenyl]-(2-biphenylyl)-[2-(diisopropylaminophenylphosphoryl)phenyl]Phosphine